N-(3-((1R,3S)-3-aminocyclopentane-1-carboxamido)propyl)-2-ethyl-4-((3-(3-(trifluoromethyl)-1H-pyrazol-4-yl)imidazo[1,2-a]pyrazin-8-yl)amino)benzamide N[C@@H]1C[C@@H](CC1)C(=O)NCCCNC(C1=C(C=C(C=C1)NC=1C=2N(C=CN1)C(=CN2)C=2C(=NNC2)C(F)(F)F)CC)=O